C(C1=CC=CC=C1)NCCCCCCOC1=CC=C2C=C(C(OC2=C1)=NO)C(C)=O 7-(6-benzylaminohexyloxy)-3-acetylcoumarin oxime